C1(CCCCC1)N1N=NC(=C1)C1=NC(=NC=C1)NC1=CC=C(C(=O)O)C=C1 4-((4-(1-cyclohexyl-1H-1,2,3-triazol-4-yl)pyrimidin-2-yl)amino)benzoic acid